8-(1-((Benzyloxy)carbonyl)piperidin-4-yl)-7H-purine-6-carboxylic acid methyl ester COC(=O)C1=C2NC(=NC2=NC=N1)C1CCN(CC1)C(=O)OCC1=CC=CC=C1